ClC1=NC=NC2=CC(=C(C=C12)C(F)(F)F)F 4-CHLORO-7-FLUORO-6-(TRIFLUOROMETHYL)QUINAZOLINE